3,5-bis(2,4,6-triisopropylphenyl)-2,6-bis(dicyclohexylphosphino)phenol C(C)(C)C1=C(C(=CC(=C1)C(C)C)C(C)C)C=1C(=C(C(=C(C1)C1=C(C=C(C=C1C(C)C)C(C)C)C(C)C)P(C1CCCCC1)C1CCCCC1)O)P(C1CCCCC1)C1CCCCC1